methyl 2-(5-aminopyrimidin-2-yl)oxyacetate NC=1C=NC(=NC1)OCC(=O)OC